C(CCC)C(CCOC(CCCCCCCN(CCCCCCCC(OOC(CC)CC)=O)CCCN)=O)CCCC 8-((3-aminopropyl)(8-oxo-8-((3-pentyloxy)oxy)octyl)amino)octanoic acid 3-butylheptyl ester